CN(CCC1=CC=C(C=C1)[N+](=O)[O-])C N,N-dimethyl-2-(4-nitrophenyl)ethan-1-amine